3,7-di(1H-indazol-5-yl)-10-(2-(4-methylpiperazin-1-yl)ethyl)-10H-phenothiazine N1N=CC2=CC(=CC=C12)C=1C=CC=2N(C3=CC=C(C=C3SC2C1)C=1C=C2C=NNC2=CC1)CCN1CCN(CC1)C